O(N)CC(=O)O aminoxyacetic acid